CN1N=C2C=CC(=CC2=C1)C1=CC(=C(N=N1)NC1C[C@@H]2[C@@H](CN(C2)C([2H])([2H])C2CCOCC2)C1)C(F)(F)F (3aR,5s,6aS)-N-(6-(2-methyl-2H-indazol-5-yl)-4-(trifluoro-methyl)pyridazin-3-yl)-2-((tetrahydro-2H-pyran-4-yl)methyl-d2)octahydro-cyclopenta[c]pyrrol-5-amine